mono-chlorine bromine melamine N1=C(N)N=C(N)N=C1N.[Br].[Cl]